6-(5-{cyclopropyl[(1R,2R,3S,5S)-2-fluoro-8-azabicyclo[3.2.1]octan-3-yl]amino}pyrazin-2-yl)-5-hydroxy-N,N-dimethyl-1-benzofuran-2-carboxamide C1(CC1)N(C=1N=CC(=NC1)C1=CC2=C(C=C(O2)C(=O)N(C)C)C=C1O)[C@@H]1[C@@H]([C@H]2CC[C@@H](C1)N2)F